C[C@@](N)(CCC(=O)O)C(=O)O α-methyl-D-glutamic acid